C(C)(C)(C)OC([C@@H](NC(CNC(C1=CC(=CC=C1)OCC(=O)O)=O)=O)CC1=CC=C(C=C1)OCC(=O)OCC)=O N-[3-(carboxymethoxy)benzoyl]glycyl-O-(2-ethoxy-2-oxoethyl)-L-tyrosine tert-butyl ester